4-amino-N-(oxetan-3-yl)benzenesulfonamide NC1=CC=C(C=C1)S(=O)(=O)NC1COC1